OCCC(=O)N1CCNC(C2=C1C=CC=C2)=O (3-hydroxypropanoyl)-3,4-dihydro-1H-benzo[e][1,4]diazepin-5(2H)-one